C(C)NC(=O)C=1C(=CC(=NC1)NC1=CC=C(C=N1)C(=O)OC)NC1=C(C(=CC=C1)C1=NC=C(C=N1)F)OC Methyl 6-{[5-(ethylcarbamoyl)-4-{[3-(5-fluoropyrimidin-2-yl)-2-methoxyphenyl]amino}pyridin-2-yl]amino}pyridine-3-carboxylate